N-(4-fluorophenyl)-2-[1-(oxolane-2-carbonyl)-1,2,3,4-tetrahydroquinolin-6-yl]propanamide FC1=CC=C(C=C1)NC(C(C)C=1C=C2CCCN(C2=CC1)C(=O)C1OCCC1)=O